(S)-1-(2-(1-(4-(phenoxymethyl)phenyl)imidazo[1,5-a]pyrazin-3-yl)pyrrolidin-1-yl)prop-2-en-1-one O(C1=CC=CC=C1)CC1=CC=C(C=C1)C=1N=C(N2C1C=NC=C2)[C@H]2N(CCC2)C(C=C)=O